((7S,8S)-18-ethyl-2,5,8,12,17-pentamethyl-13-vinyl-7H,8H-porphyrin-7-yl)-N-(2-(2-hydroxyethoxy)ethyl)-N-methylpropanamide C(C)C1=C(C=2C=C3C(=C(C(=CC=4[C@H]([C@H](C(=C(C5=CC(=C(N5)C=C1N2)C)C)N4)C(C(=O)N(C)CCOCCO)C)C)N3)C)C=C)C